Methyl-4-((2R,5S)-3-(4-nitro-3-(trifluoromethyl)phenyl)-2-(trifluoromethyl)oxazolidin-5-carbonyl)piperazin-1-carboxylat COC(=O)N1CCN(CC1)C(=O)[C@@H]1CN([C@H](O1)C(F)(F)F)C1=CC(=C(C=C1)[N+](=O)[O-])C(F)(F)F